4-bromo-6-(2-methoxyethoxy)pyrazolo[1,5-a]pyridine-3-carbonitrile BrC=1C=2N(C=C(C1)OCCOC)N=CC2C#N